1-oxo-1lambda6-thiomorpholine O=[SH2]1CCNCC1